C(C)(C)(C)C=1C=C(C=CC(=O)O)C=C(C1O)C(C)(C)C.BrC1=NC(=CC=C1)C1(COC1)F 2-Bromo-6-(3-fluorooxetan-3-yl)pyridine 3,5-di-tert-butyl-4-hydroxycinnamate